[Si](C)(C)(C(C)(C)C)OCCCCCOC=1C=C(N)C=CC1N1CCN(CC1)C 3-((5-((tert-butyldimethylsilyl)oxy)pentyl)oxy)-4-(4-methylpiperazin-1-yl)aniline